ClC=1C(=NC(=NC1)NC1CCOCC1)C1=CC=C2CN(C(C2=C1)=O)[C@@H](C(=O)N[C@H](C)C1=CC(=NC=C1Cl)OC)C (2R)-2-(6-{5-chloro-2-[(oxan-4-yl)amino]pyrimidin-4-yl}-1-oxo-2,3-dihydro-1H-isoindol-2-yl)-N-[(1R)-1-(5-chloro-2-methoxypyridin-4-yl)ethyl]propanamide